(3-(benzyloxy)cyclobutyl)(2-(6-bromo-1-((2-(trimethylsilyl)ethoxy)methyl)-1H-indazol-3-yl)-1-((2-(trimethylsilyl)ethoxy)methyl)pyrrolo[3,4-d]imidazol-5(1H,4H,6H)-yl)ketone C(C1=CC=CC=C1)OC1CC(C1)C(=O)N1CC=2N(C(=NC2C1)C1=NN(C2=CC(=CC=C12)Br)COCC[Si](C)(C)C)COCC[Si](C)(C)C